7-(3-chloro-4-hydroxybenzoamido)thieno[2,3-b]pyrazine-6-carboxylic acid ClC=1C=C(C(=O)NC2=C(SC3=NC=CN=C32)C(=O)O)C=CC1O